(S)-2-(1-(2-fluoroacryloyl)-4-(2-((tetrahydro-1H-pyrrolizin-7a(5H)-yl)methoxy)-7-(5,6,7,8-tetrahydroisoquinolin-4-yl)pyridino[2,3-d]pyrimidin-4-yl)piperazin-2-yl)acetonitrile FC(C(=O)N1[C@H](CN(CC1)C=1C2=C(N=C(N1)OCC13CCCN3CCC1)N=C(C=C2)C2=CN=CC=1CCCCC21)CC#N)=C